[C].[Al].[V] vanadium aluminum carbon